N1C=NC2=C1C=C(C=C2)N2C(O[C@@H]([C@@H]2C2=CC=C(C=C2)OCCC)C2=CC=C(C=C2)OCCC)=O (4S,5R)-3-(1H-Benzo[d]imidazol-6-yl)-4,5-bis(4-propoxyphenyl)oxazolidin-2-on